COC=1C=C2C=CNC2=CC1C1=CNC2=NC(=CC=C21)NC(=O)C2CC2 N-[3-(5-methoxy-1H-indol-6-yl)-1H-pyrrolo[2,3-b]pyridin-6-yl]cyclopropanecarboxamide